C(C)(C)(C)C=1N=C(C(C2=C(N1)C=CC(=C2)OC)=C(C)C)C2=CC=CC=C2 2-(tert-Butyl)-7-methoxy-4-phenyl-5-(propan-2-ylidene)-5H-benzo[d][1,3]diazepine